C(C)(C)(C)OC(=O)N1[C@@H](CCC1)C1=C2CN(CC2=CC(=C1)C=1C=C2C(=NC1)NC=C2C)C(NC=2SC=CN2)=O (S)-2-(6-(3-methyl-1H-pyrrolo[2,3-b]pyridin-5-yl)-2-(thiazol-2-ylcarbamoyl)isoindoline-4-yl)pyrrolidine-1-carboxylic acid tert-butyl ester